FC1N(C2=C3C(=C4C(=C2N=C1)C1=CC=CC=C1C=C4)C=CC=4C=CC=CC43)F 15,16-difluorodinaphtho[1,2-f:2',1'-h]quinoxaline